3-{4-[(2-amino-4-pyrimidinyl)oxy]-2-methylphenyl}-1-[3-(trifluoromethyl)phenyl]-2,4-imidazolidinedione NC1=NC=CC(=N1)OC1=CC(=C(C=C1)N1C(N(CC1=O)C1=CC(=CC=C1)C(F)(F)F)=O)C